2-hydroxy-3-allyloxypropane sodium [Na].OC(C)COCC=C